N-(2-(7-chloro-5-methyl-5H-pyrrolo[3,2-d]pyrimidin-4-yl)-2-azaspiro[3.3]heptan-6-yl)-N-methyl-sulfamide ClC1=CN(C2=C1N=CN=C2N2CC1(C2)CC(C1)N(S(=O)(=O)N)C)C